6-chloro-2-(5-(1,1-difluoro-2-methoxyethyl)-4H-1,2,4-triazol-3-yl)-5-methoxy-1-methyl-3-(1H-pyrazol-4-yl)-1H-pyrrolo[3,2-b]pyridine ClC=1C=C2C(=NC1OC)C(=C(N2C)C2=NN=C(N2)C(COC)(F)F)C=2C=NNC2